NC=1C2=C(N=CN1)N(C=C2C2=CC=C(C=1N2C=CN1)NC(=O)NC1=CC(=NO1)C1(CCC1)C(F)(F)F)C1CC1 1-(5-(4-AMINO-7-CYCLOPROPYL-7H-PYRROLO[2,3-D]PYRIMIDIN-5-YL)IMIDAZO[1,2-A]PYRIDIN-8-YL)-3-(3-(1-(TRIFLUOROMETHYL)CYCLOBUTYL)ISOXAZOL-5-YL)UREA